silicon carbon aluminum iron [Fe].[Al].[C].[Si]